CC(COC1=CC=C(C=C1)CNC1=NC=CC(=C1)C1CNCC1)C N-[[4-(2-methylpropyloxy)phenyl]methyl]-4-(pyrrolidin-3-yl)pyridin-2-amine